C(C)(C)(C)OC1CN(C1)C(=O)NCC1=C(C=C(C=C1)C1=NC(=NC=C1)NC=1C=NN(C1C)C)C 3-(tert-butoxy)-N-(4-(2-((1,5-dimethyl-1H-pyrazol-4-yl)amino)pyrimidin-4-yl)-2-methylbenzyl)azetidine-1-carboxamide